O=C[C@H](O)[C@H](O)[C@H](O)[C@H](O)CO allo-hexose